methyl (1r,4r)-4-(chlorocarbonyl)cyclohexane-1-carboxylate ClC(=O)C1CCC(CC1)C(=O)OC